BrC=1C=C2C=3C=CC=C(C3N(C2=CC1)NC1=CC=CC=C1)F 2-(6-bromo-1-fluoro-9H-carbazol-9-yl)aminobenzene